ClC1=CC(=C(C=C1)C=1NC2=C(C=C(C=C2C1)NC(C=C)=O)C=1N=CN(C1)C)F N-(2-(4-chloro-2-fluorophenyl)-7-(1-methyl-1H-imidazol-4-yl)-1H-indol-5-yl)acrylamide